ClC1=C(C=CC(=C1)C1=NOC(=N1)C)C1=CC=C(C=C1)C(=O)NC1=NC=C(C(=C1)OCCN(C)C)C#N 2'-chloro-N-(5-cyano-4-(2-(dimethylamino)ethoxy)pyridin-2-yl)-4'-(5-methyl-1,2,4-oxadiazol-3-yl)-[1,1'-biphenyl]-4-carboxamid